[N+](#[C-])C1=C(C=CC=C1)C(=C)C1=CC=C(C=C1)OC 1-isocyano-2-(1-(4-methoxyphenyl)vinyl)benzene